[Ti].C(C)CC(CC(=O)OOCC)=O.C(C)CC(CC(=O)OOCC)=O diethoxy bis(ethyl acetoacetate) titanium